ClC1=CC2=C(NC(=N2)NC(=O)C2(CCCC2)C2=CC=CC=C2)C=C1Cl N-(5,6-dichloro-1H-benzo[d]imidazol-2-yl)-1-phenylcyclopentane-1-carboxamide